NC1=NC=CC2=C1C(=NN2C(C)C)C2=CC(=C(C=C2)NS(=O)(=O)C(F)F)O[C@@H](C)C2=CC=C(C=C2)F (S)-N-(4-(4-amino-1-isopropyl-1H-pyrazolo[4,3-c]pyridin-3-yl)-2-(1-(4-fluorophenyl)ethoxy)phenyl)-1,1-difluoromethanesulfonamide